(R)-3-methoxycarbonyl-caproic acid COC(=O)[C@@H](CC(=O)O)CCC